N-(2,3-dihydro-1H-inden-2-yl)-6,7-dihydro-5H-pyrrolo[3,4-d]pyrimidin-2-amine hydrochloride Cl.C1C(CC2=CC=CC=C12)NC=1N=CC2=C(N1)CNC2